N-[6-(3-chlorophenyl)-2H,3H,4H-pyrido[3,2-b][1,4]-oxazin-8-yl]pyridin-4-amine ClC=1C=C(C=CC1)C=1C=C(C=2OCCNC2N1)NC1=CC=NC=C1